1-(2-(3,5-dimethylisoxazol-4-yl)-3-(4-fluorophenyl)-7-methylquinolin-5-yl)ethan-1-ol CC1=NOC(=C1C1=NC2=CC(=CC(=C2C=C1C1=CC=C(C=C1)F)C(C)O)C)C